FC1=C(C=CC=C1OC)C=1C(=C2C(=NC(=NN2C1)C=1N(C=CN1)C)NC1CC(C1)OC)C1=NC=CC=C1 6-(2-Fluoro-3-methoxyphenyl)-N-((1r,3r)-3-methoxycyclobutyl)-2-(1-methyl-1H-imidazol-2-yl)-5-(pyridin-2-yl)pyrrolo[2,1-f][1,2,4]triazin-4-amine